diethyl 5-amino-7,8-dimethoxyquinoline-2,4-dicarboxylate NC1=C2C(=CC(=NC2=C(C(=C1)OC)OC)C(=O)OCC)C(=O)OCC